OC1C(C(OC(C1O)CO)OC1=CC(=C(C(=C1)O)C(CCC1=CC(=C(C=C1)O)OC)=O)O)OC(C)C(C(C(COC)O)O)O 1-(4-{[4,5-dihydroxy-6-(hydroxymethyl)-3-[(3,4,5-trihydroxy-6-methyloxyhexane-2-yl)oxy]oxan-2-yl]oxy}-2,6-dihydroxyphenyl)-3-(4-hydroxy-3-methoxyphenyl)propan-1-one